C(C)C1=C(C(=NN1)C)C=1C=CC(=NC1F)NC([C@H](C1CCC(CC1)C)NC(=O)C=1N(N=CC1)C)=O N-[(1S)-2-[[5-(5-ethyl-3-methyl-1H-pyrazol-4-yl)-6-fluoro-2-pyridyl]amino]-1-(4-methylcyclohexyl)-2-oxo-ethyl]-2-methyl-pyrazole-3-carboxamide